C(#N)C=1C=CC(=C(C(=O)NN)C1)OC 5-Cyano-2-methoxybenzohydrazide